(1s,2R,3s,5s,7s)-2-((R)-azido(phenyl)methyl)-5-chloroadamantan-1-ol N(=[N+]=[N-])[C@H]([C@@H]1[C@@]2(C[C@H]3C[C@](C[C@@H]1C3)(C2)Cl)O)C2=CC=CC=C2